1-(4-aminophenyl)piperidin-4-one NC1=CC=C(C=C1)N1CCC(CC1)=O